3-{4-[(2,5-dichlorothiophen-3-yl)methyl]piperazin-1-yl}propanoic acid ClC=1SC(=CC1CN1CCN(CC1)CCC(=O)O)Cl